BrCC1=C(C(OC2=CC(=C(C=C12)OC)O)=O)C 4-(bromomethyl)-7-hydroxy-6-methoxy-3-methyl-2H-chromen-2-one